COCCOC1=CC(=NN1C)N 5-(2-methoxyethoxy)-1-methyl-1H-pyrazol-3-amine